FC(C)(F)C1=NC(=CC(=N1)N1CC2(C=3C=NC(=CC31)NC(C)=O)CC2)C=2C=NC(=CC2)OC N-(1'-(2-(1,1-difluoroethyl)-6-(6-methoxypyridin-3-yl)pyrimidin-4-yl)-1',2'-dihydrospiro[cyclopropane-1,3'-pyrrolo[3,2-c]pyridin]-6'-yl)acetamide